ethyl 6-(trifluoromethyl)-1H-indazole-3-carboxylate FC(C1=CC=C2C(=NNC2=C1)C(=O)OCC)(F)F